OCC1(CCC1)C(=O)N1[C@H]([C@H](CC1)NS(=O)(=O)C)CC=1C(=C(C=CC1)C1=CC(=CC(=C1)F)F)F N-{(2S,3S)-1-[1-(hydroxymethyl)cyclobutane-1-carbonyl]-2-[(2,3',5'-trifluoro[1,1'-biphenyl]-3-yl)methyl]pyrrolidin-3-yl}methanesulfonamide